C(C)(C)(C)N1CCN(CCC1)C=1C=C(C=NC1C)C=1C(=C(C=C(C1)F)C1=CC(=C(C=C1)N1C(N(C=C1)C)=O)Cl)O 1-(3'-(5-(4-(tert-butyl)-1,4-diazepan-1-yl)-6-methylpyridin-3-yl)-3-chloro-5'-fluoro-2'-hydroxy-[1,1'-biphenyl]-4-yl)-3-methyl-1H-imidazol-2(3H)-one